ethyl 2-xanthate C1=C(C=CC=2OC3=CC=CC=C3CC12)C(=O)OCC